FC1=CC=C(C=C1)C1=NC(NC2=CC=CC=C12)(C1=CC=CC=C1)C1=CC=CC=C1 4-(4-fluorophenyl)-2,2-diphenyl-1,2-dihydroquinazoline